P(O)(O)(=S)O[C@H]1[C@]([C@@H](O[C@@H]1C(O)C)N1C(=O)NC(=O)C=C1)(O)F 2'-fluoro-5'-methyluridine-3'-phosphorothioate